4-quinolinylmethyl carbonate C(OCC1=CC=NC2=CC=CC=C12)([O-])=O